3-Butylheptyl 8-((3-((2-(methylamino)-3,4-dioxocyclobut-1-en-1-yl)amino)propyl)(8-oxo-8-((3-propylhexyl)oxy)octyl)amino)octanoate CNC1=C(C(C1=O)=O)NCCCN(CCCCCCCC(=O)OCCC(CCCC)CCCC)CCCCCCCC(OCCC(CCC)CCC)=O